4-[2-[4-[1-[4-(trifluoromethoxy)phenyl]-3-(trifluoromethyl)pyrazol-4-yl]-1-piperidyl]ethyl]morpholine FC(OC1=CC=C(C=C1)N1N=C(C(=C1)C1CCN(CC1)CCN1CCOCC1)C(F)(F)F)(F)F